N,N-dimethyl-indole-1-carboxamide CN(C(=O)N1C=CC2=CC=CC=C12)C